C[C@H]1OC(OC1)=S (R)-4-methyl-1,3-dioxolane-2-thione